FC1=C(N=CC2=C1N=C(N=C2N2CCC(CC2)C(=O)OC2=CC=C(C=C2)C(F)(F)F)OCC21CCCN1CCC2)C2=CC=CC1=CC=CC(=C21)F 4-(trifluoromethyl)phenyl 1-(8-fluoro-7-(8-fluoronaphthalen-1-yl)-2-((tetrahydro-1H-pyrrolizin-7a-yl)methoxy)pyrido[4,3-d]pyrimidin-4-yl)piperidine-4-carboxylate